O1COC2=C1C=CC(=C2)[C@H](C)N2CCN(CC2)C2=NC=C(C=N2)C(=O)[O-].[Li+] lithium (S)-2-(4-(1-(benzo[d][1,3]dioxol-5-yl)ethyl)piperazin-1-yl)pyrimidine-5-carboxylate